Ethyl (2R,3R)-3-cyclopropyl-1-[(R)-p-tolylsulfinyl]aziridine-2-carboxylate C1(CC1)[C@@H]1[C@@H](N1[S@](=O)C1=CC=C(C=C1)C)C(=O)OCC